COC(C1=CC(=C(C=C1)CN1N=CC=2N=C(N=C(C21)O)NC(=O)OC(C)(C)C)OC)=O 4-((5-((tert-butoxycarbonyl)amino)-7-hydroxy-1H-pyrazolo[4,3-d]Pyrimidin-1-yl)methyl)-3-methoxybenzoic acid methyl ester